(7S)-6-tert-butyl-2,2-difluoro-6-azaspiro[3.4]octane C(C)(C)(C)N1CC2(CC(C2)(F)F)CC1